(-)-4-(4-{[2-(3-methoxy-1H-pyrazol-4-yl)pyrrolidin-1-yl]methyl}phenoxy)benzamide COC1=NNC=C1C1N(CCC1)CC1=CC=C(OC2=CC=C(C(=O)N)C=C2)C=C1